C(C)(C)(C)OC(=O)N1CC(CCC1)CC1=NOC(=N1)CCC(=O)O 3-(3-((1-(tert-butoxycarbonyl)piperidin-3-yl)methyl)-1,2,4-oxadiazol-5-yl)propanoic acid